FC(S(=O)(=O)OC=1CCN(CC1)CCC)(F)F 1-propyl-1,2,3,6-tetrahydropyridin-4-yl trifluoromethanesulfonate